5-bromo-2-(methoxymethyl)pyrimidine BrC=1C=NC(=NC1)COC